1,4,5,6-tetrahydropyrimidine-2-amine hydrochloride Cl.N1C(=NCCC1)N